4-(4-((3-(8-oxa-3-azabicyclo[3.2.1]octan-3-yl)azetidin-1-yl)methyl)benzylamino)-2-(2,6-dioxopiperidin-3-yl)isoindoline-1,3-dione C12CN(CC(CC1)O2)C2CN(C2)CC2=CC=C(CNC1=C3C(N(C(C3=CC=C1)=O)C1C(NC(CC1)=O)=O)=O)C=C2